bis(2,4-dichloro-benzoyl) peroxide ClC1=C(C(=O)OOC(C2=C(C=C(C=C2)Cl)Cl)=O)C=CC(=C1)Cl